CN1C(=NC2=C(C=C(C=C2C1=O)C)[C@@H](C)NC1=C(C(=O)OC)C(=CC=C1)F)C1=CC=CC=C1 methyl (R)-2-((1-(3,6-dimethyl-4-oxo-2-phenyl-3,4-dihydroquinazolin-8-yl)ethyl)amino)-6-fluorobenzoate